N,1-dimethyl-1H-pyrrole-2-carboxamide CNC(=O)C1=CC=CN1C